FC1=CC=C(C=C1)[C@@H](C)NC(=O)C=1C(N(C2=NC=C(C=C2C1)C(=C)C)CC1=NC=C(C=C1)F)=O N-[(1R)-1-(4-fluorophenyl)ethyl]-1-[(5-fluoro-2-pyridyl)methyl]-6-isopropenyl-2-oxo-1,8-naphthyridine-3-carboxamide